(1H-pyrazol-4-yl)-1H-indazole hydrochloride Cl.N1N=CC(=C1)N1N=CC2=CC=CC=C12